6,8-dichloro-3-(1-hydroxy-3-methylbutan-2-yl)pyrido[3,4-d]pyrimidin-4(3H)-one ClC1=CC2=C(N=CN(C2=O)C(CO)C(C)C)C(=N1)Cl